2-{3-[2-(dimethylamino)ethoxy]pyridin-4-yl}-3-(3-fluoro-2-methylanilino)-1,5,6,7-tetrahydro-4H-pyrrolo[3,2-c]pyridin-4-one CN(CCOC=1C=NC=CC1C1=C(C=2C(NCCC2N1)=O)NC1=C(C(=CC=C1)F)C)C